4-(2-aminopropan-2-yl)-6-((2-(2-fluoropropan-2-yl)pyrimidin-4-yl)amino)-2,7-naphthyridin-1(2H)-one NC(C)(C)C1=CNC(C2=CN=C(C=C12)NC1=NC(=NC=C1)C(C)(C)F)=O